ethyl (S)-2-(4-((4'-(1,1,1,3,3,3-hexafluoro-2-hydroxypropan-2-yl)-2-methyl-[1,1'-biphenyl]-4-yl)methyl)-1-(pyridin-4-ylmethyl)piperazin-2-yl)acetate FC(C(C(F)(F)F)(O)C1=CC=C(C=C1)C1=C(C=C(C=C1)CN1C[C@@H](N(CC1)CC1=CC=NC=C1)CC(=O)OCC)C)(F)F